CN(C(C#C)(C)C)C 3-dimethylamino-3-methyl-but-1-yne